OC1CCC(CC1)NC1=C2C(=NC=C1C=1NC=3C(=CC4=C(CCN(CC4)C4COC4)C3)N1)C=CS2 7-(((1s,4s)-4-hydroxycyclohexyl)amino)-6-(7-(oxetan-3-yl)-1,5,6,7,8,9-Hexahydroimidazo[4',5':4,5]benzo[1,2-d]azepin-2-yl)thieno[3,2-b]pyridine